5-bromo-2-[2-methyl(2-2H)propoxy]pyrimidine BrC=1C=NC(=NC1)OCC(C)([2H])C